isopropyl (7-((2R,3R,4S,5R)-2-cyano-3,4-dihydroxy-5-(((isopropoxycarbonyl)oxy)methyl)tetrahydrofuran-2-yl)pyrrolo[2,1-f][1,2,4]triazin-4-yl)carbamate C(#N)[C@]1(O[C@@H]([C@H]([C@H]1O)O)COC(=O)OC(C)C)C1=CC=C2C(=NC=NN21)NC(OC(C)C)=O